C(CC)N1CN(C=C1)C 1-propyl-3-methylimidazol